tert-butyl (3-(4,4,5,5-tetramethyl-1,3,2-dioxaborolan-2-yl)but-3-en-2-yl)carbamate CC1(OB(OC1(C)C)C(C(C)NC(OC(C)(C)C)=O)=C)C